COC1=C(C(C1=O)=O)OC dimethoxycyclobut-3-ene-1,2-dione